1-(4-aminophenyl)-4-methyl-7,8-methylenedioxy-5H-2,3-benzodiazepine NC1=CC=C(C=C1)C1=NN=C(CC2=C1C=C1C(=C2)OCO1)C